C1(CCCC1)NC(=O)C1=C(N=C(S1)NC1=NC=CC(=C1)C(F)(F)F)C1=NC=CC=C1 N-cyclopentyl-4-(pyridin-2-yl)-2-(4-(trifluoromethyl)pyridin-2-ylamino)thiazole-5-carboxamide